Tetrahomomethionine CSCCCCCCC(C(=O)O)N